N-(5-Bromo-2-(4-(dimethylamino)piperidin-1-yl)pyridin-3-yl)-4-methylbenzenesulfonamide BrC=1C=C(C(=NC1)N1CCC(CC1)N(C)C)NS(=O)(=O)C1=CC=C(C=C1)C